ClC=1C=C2C(=NC=NC2=C(C1)C(F)(F)F)N[C@@H](C)C=1N(N=CN1)C1=NC=NC(=C1)I 6-chloro-N-[(1S)-1-[2-(6-iodopyrimidin-4-yl)-1,2,4-triazol-3-yl]ethyl]-8-(trifluoromethyl)quinazolin-4-amine